(E)-4-(Dimethylamino)-N-(2-(4-hydroxy-2,3-dimethylbenzoyl)isoindolin-4-yl)-N-methylbut-2-enamide CN(C/C=C/C(=O)N(C)C1=C2CN(CC2=CC=C1)C(C1=C(C(=C(C=C1)O)C)C)=O)C